FC1=C(C(=CC(=C1)F)OCCOC)C=1C2=C(C(=NC1C1=NN3C(CN([C@@H](C3)C)C(=O)OC(C)(C)C)=C1)O)C=CS2 tert-butyl (R)-2-((R)-7-(2,4-difluoro-6-(2-methoxyethoxy)phenyl)-4-hydroxythieno[3,2-c]pyridin-6-yl)-6-methyl-6,7-dihydropyrazolo[1,5-a]pyrazine-5(4H)-carboxylate